(R)-4-(4-(difluoromethyl)pyrazolo[1,5-a]pyridin-2-yl)-5-(pyridin-2-yl)-4,5,6,7-tetrahydro-1H-imidazo[4,5-c]pyridine FC(C=1C=2N(C=CC1)N=C(C2)[C@@H]2N(CCC1=C2N=CN1)C1=NC=CC=C1)F